CN1C(=C(C=C1C)C1=CC=CC=C1)C(C(=O)NC=1C=CC2=C(OCC3N2CCN(C3)C=3NC(C(=CN3)F)=O)C1)=O 2-(1,5-dimethyl-3-phenyl-1H-pyrrol-2-yl)-N-(3-(5-fluoro-6-oxo-1,6-dihydropyrimidin-2-yl)-1,2,3,4,4a,5-hexahydrobenzo[b]pyrazino[1,2-d][1,4]oxazin-8-yl)-2-oxoacetamide